CCC(CCO)O 1-methyl-2,4-butanediol